NC1=CC(=C(C=C1)N1CCC(CC1)N1CC(C1)CC(=O)N1CCC(CC1)COC1=CC(=C2C(NC(=NC2=C1)CSC1CCOCC1)=O)F)F 7-((1-(2-(1-(1-(4-amino-2-fluorophenyl)piperidin-4-yl)azetidin-3-yl)acetyl)piperidin-4-yl)methoxy)-5-fluoro-2-(((tetrahydro-2H-pyran-4-yl)thio)methyl)quinazolin-4(3H)-one